(6-fluoro-1H-indol-5-yl)methanol FC1=C(C=C2C=CNC2=C1)CO